Cl.CN(C=1SC2=C(C=NC=C2)N1)C1CC(NC(C1)(C)C)(C)C N-methyl-N-(2,2,6,6-tetramethylpiperidin-4-yl)[1,3]thiazolo[4,5-c]pyridin-2-amin-Hydrochlorid